(R)-1-(4-((4-((S)-1-((2,2-difluoroethyl)amino)-3-(5-hydroxy-6-oxo-1,6-dihydropyrimidin-4-yl)propan-2-yl)-3-fluorophenyl)ethynyl)benzyl)pyrrolidine-3-carbonitrile FC(CNC[C@@H](CC=1N=CNC(C1O)=O)C1=C(C=C(C=C1)C#CC1=CC=C(CN2C[C@@H](CC2)C#N)C=C1)F)F